NC1=CC(=NC(=C1)C(=O)[O-])C(=O)[O-] 4-aminopyridine-2,6-dicarboxylate